FC=1C=CC(=NC1)OC([2H])([2H])[2H] 5-fluoro-2-(2H3)methoxypyridin